ClC=1C=C2C(=C3C4(NC(NC13)=O)CCCCC4)OC(=C2)C(=O)N2C(CCCC2)CCC(=O)OC methyl 3-[1-({5'-chloro-7'-oxo-7',8'-dihydro-6'H-spiro[cyclohexane-1,9'-furo[2,3-f]quinazoline]-2'-yl}carbonyl)piperidin-2-yl]propanoate